benzyl 4-[7-[5-methyl-1-(2-trimethylsilylethoxymethyl)indazol-4-yl]-2-(3-morpholinopropoxy)-6,8-dihydro-5H-pyrido[3,4-d]pyrimidin-4-yl]piperazine-1-carboxylate CC=1C(=C2C=NN(C2=CC1)COCC[Si](C)(C)C)N1CC=2N=C(N=C(C2CC1)N1CCN(CC1)C(=O)OCC1=CC=CC=C1)OCCCN1CCOCC1